The molecule is a carbohydrate acid derivative anion obtained by deprotonation of the carboxy group of GM1 ganglioside. It is a carbohydrate acid derivative anion and a ganglioside GM1/1b(1-). It is a conjugate base of a ganglioside GM1. CCCCCCCCCCCCCCCCCC(=O)N[C@@H](CO[C@H]1[C@@H]([C@H]([C@@H]([C@H](O1)CO)O[C@H]2[C@@H]([C@H]([C@H]([C@H](O2)CO)O[C@H]3[C@@H]([C@H]([C@H]([C@H](O3)CO)O)O[C@H]4[C@@H]([C@H]([C@H]([C@H](O4)CO)O)O)O)NC(=O)C)O[C@@]5(C[C@@H]([C@H]([C@@H](O5)[C@@H]([C@@H](CO)O)O)NC(=O)C)O)C(=O)[O-])O)O)O)[C@@H](/C=C/CCCCCCCCCCCCC)O